ClC=1N=CC=C2C=CN(C(C12)=O)C1=NC=CC=C1 8-chloro-2-(pyridin-2-yl)-2,7-naphthyridin-1(2H)-one